6-bromo-3,3-diethyl-1-(3-oxocyclobutyl)indolin-2-one BrC1=CC=C2C(C(N(C2=C1)C1CC(C1)=O)=O)(CC)CC